(S)-3-ethyl-7-((3-methylpiperidin-1-yl)methyl)-1H-pyrrolo[3,2-b]pyridine-5-carboxylic acid C(C)C1=CNC=2C1=NC(=CC2CN2C[C@H](CCC2)C)C(=O)O